CN1C=CC=2C1=NC=C(C2N[C@H]2CNCC[C@H]2C)C(=O)OC[C@@H]2[C@H]([C@H]([C@@H](O2)N2C(=O)N=C(NC(C)=O)C=C2)OC)O N4-acetyl-2'-O-methyl-cytidine methyl-4-(((3r,4r)-4-methylpiperidin-3-yl)amino)-1H-pyrrolo[2,3-b]pyridine-5-carboxylate